2-chloro-3-(1-(cyclopentylmethyl)-1H-pyrazol-4-yl)pyridine ClC1=NC=CC=C1C=1C=NN(C1)CC1CCCC1